(3-(2H-benzo[d][1,2,3]triazol-2-yl)-5-(tert-butyl)-4-hydroxyphenyl)propanoic acid amide N=1N(N=C2C1C=CC=C2)C=2C=C(C=C(C2O)C(C)(C)C)C(C(=O)N)C